O1C(=NC=C1)C(C)NC(=O)C1=COC=2N=CN=CC21 N-[1-(1,3-oxazol-2-yl)ethyl]furo[2,3-d]pyrimidine-5-carboxamide